ClC1=CC=C2C(C(NC2=C1)=O)(C)C1=CC(=NC=C1OC)C=1N(C=CN1)C 6-chloro-3-(5-methoxy-2-(1-methyl-1H-imidazol-2-yl)pyridin-4-yl)-3-methylindolin-2-one